(2R,3S)-1-((benzyloxy)carbonyl)-3-((S)-3-ethoxypyrrolidine-1-carbonyl)piperidine-2-carboxylic acid C(C1=CC=CC=C1)OC(=O)N1[C@H]([C@H](CCC1)C(=O)N1C[C@H](CC1)OCC)C(=O)O